CN1NC=NC1=O 2-methyl-3-oxo-2,3-dihydro-[1,2,4]triazol